4-(3-(bicyclo[1.1.1]pentan-1-yl)-1-((3,3-difluoro-1-methylcyclobutyl)methyl)-4-(trifluoromethyl)-1H-pyrazole-5-carboxamido)-2-carbamoylpyridine 1-oxide C12(CC(C1)C2)C2=NN(C(=C2C(F)(F)F)C(=O)NC2=CC(=[N+](C=C2)[O-])C(N)=O)CC2(CC(C2)(F)F)C